FC([C@H](OC)C1=C2C(=NC=C1NC1=CC=C(C=C1)[C@@H](C(F)F)N(C(=O)C1CCS(CC1)(=O)=O)C)SC(=N2)C)F N-{(1S)-1-[4-({7-[(1R)-2,2-difluoro-1-methoxyethyl]-2-methyl-[1,3]thiazolo[5,4-b]pyridin-6-yl}amino)phenyl]-2,2-difluoroethyl}-N-methyl-1,1-dioxo-1λ6-thiane-4-carboxamide